3-(1H-indazol-5-yl)-7-methyl-1H-indole-2-carboxylic acid N1N=CC2=CC(=CC=C12)C1=C(NC2=C(C=CC=C12)C)C(=O)O